NC1=NC=C(C=C1O[C@H](C)C1=C(C(=O)OC)C=CC(=C1)F)Br methyl (R)-2-(1-((2-amino-5-bromopyridin-3-yl) oxy) ethyl)-4-fluorobenzoate